ClC1=NN2C(N=CC(=C2[C@H](C)OC)NC2=CC=C(C=C2)[C@H](C(F)(F)F)N(C(=O)C2CCS(CC2)(=O)=O)C)=N1 N-[(1R)-1-[4-({2-chloro-7-[(1S)-1-methoxyethyl]-[1,2,4]triazolo[1,5-a]pyrimidin-6-yl}amino)phenyl]-2,2,2-trifluoroethyl]-N-methyl-1,1-dioxo-1λ6-thiane-4-carboxamide